(4-methylcyclohexyl) ethyl fumarate C(\C=C\C(=O)OCC)(=O)OC1CCC(CC1)C